C12CN(CC(N1)C2)C=2N=CC(=NC2)C=2C=1N(C=C(C2)OCC)N=CC1C#N 4-(5-(3,6-Diazabicyclo[3.1.1]hept-3-yl)pyrazin-2-yl)-6-ethoxypyrazolo[1,5-a]pyridine-3-carbonitrile